C[C@@H]1N(CCOC1)C(=O)O[C@H]1C[C@H](CC1)C1=CC(=NN1)NC(CC1=CC(=NO1)C)=O (1R,3S)-3-(3-{[(3-methyl-1,2-oxazol-5-yl)acetyl]-amino}-1H-pyrazol-5-yl)-cyclopentyl (3S)-3-meth-ylmorpholine-4-carboxylate